COC(C1=CC(=C(C=C1)[N+](=O)[O-])NC[C@@H]1COCC1)=O (R)-4-nitro-3-(((tetrahydrofuran-3-yl)methyl)amino)benzoic acid methyl ester